OC=1C=C(C[C@H](NC)C(=O)O)C=CC1O 3-hydroxy-methyltyrosine